Aminogluconic acid N[C@@](C(=O)O)(O)[C@@H](O)[C@H](O)[C@H](O)CO